10-(4-(dipropylamino)butyl)-13-isopropyl-20-(2-(methylsulfonyl)pyrimidin-5-yl)-6,9,12,15-tetraoxo-3-oxa-5,8,11,14-tetraazaeicosan-19-ynoic acid C(CC)N(CCCCC(C(NCC(NCOCC(=O)O)=O)=O)NC(C(NC(CCCC#CC=1C=NC(=NC1)S(=O)(=O)C)=O)C(C)C)=O)CCC